N=1NN=NC1CC=1C=CC(=C(CC=2C(=NC(=NC2N[C@H](CCOC)CCCC)N)CCC(=O)O)C1)OC (S)-3-(5-(5-((2H-tetrazol-5-yl)methyl)-2-methoxybenzyl)-2-amino-6-((1-methoxyhept-3-yl)amino)pyrimidin-4-yl)propionic acid